4-(5-bromo-1H-indol-2-yl)phenol BrC=1C=C2C=C(NC2=CC1)C1=CC=C(C=C1)O